N-(3,4-difluorophenyl)-5,6-difluorobenzo[d]oxazol-2-amine FC=1C=C(C=CC1F)NC=1OC2=C(N1)C=C(C(=C2)F)F